tert-Butyl 4-(4-(1-hydroxyallyl)-1H-pyrazol-1-yl)piperidine-1-carboxylate OC(C=C)C=1C=NN(C1)C1CCN(CC1)C(=O)OC(C)(C)C